FC=1C=C(C=CC1)C(N1C[C@@H](N(C[C@H]1CO)C1=CC(N(C=2C=CC(=NC12)C#N)C)=O)C)C1=NC=C(C=C1)C 8-[(2s,5s)-4-[(3-fluorophenyl)(5-methylpyridin-2-yl)methyl]-5-(hydroxymethyl)-2-methylpiperazin-1-yl]-5-methyl-6-oxo-5,6-dihydro-1,5-naphthyridine-2-carbonitrile